2-(4-phenylbutanamido)-4H,5H,6H-cyclopenta[b]thiophene-3-carboxamide C1(=CC=CC=C1)CCCC(=O)NC1=C(C2=C(S1)CCC2)C(=O)N